C1(CC1)COC1=C(C=C(C=C1)S(=O)(=O)CC)C1=CN(C(C2=CC=C(C=C12)C=1C=NN(C1)C)=O)C 4-[2-(cyclopropylmethoxy)-5-ethyl-sulfonylphenyl]-2-methyl-6-(1-methylpyrazol-4-yl)isoquinolin-1-one